2,4-dimethyl-5-((2-(trifluoromethyl)pyridin-3-yl)methoxy)benzofuran-3-carboxylic acid CC=1OC2=C(C1C(=O)O)C(=C(C=C2)OCC=2C(=NC=CC2)C(F)(F)F)C